5-(((Trans-3-(4-(1-(azetidin-3-yl)-1H-pyrazolo[4,3-c]pyridin-6-yl)-3-cyclopropyl-1H-pyrazol-1-yl)cyclobutyl)methyl)amino)-2-(2,6-dioxopiperidin-3-yl)isoindoline-1,3-dione N1CC(C1)N1N=CC=2C=NC(=CC21)C=2C(=NN(C2)[C@@H]2C[C@H](C2)CNC=2C=C1C(N(C(C1=CC2)=O)C2C(NC(CC2)=O)=O)=O)C2CC2